ethyl 2-({6-[(1,3-benzothiazol-2-yl)amino]-5-methylpyridazin-3-yl}[3-(diethylamino)propyl]amino)-1,3-thiazole-4-carboxylate S1C(=NC2=C1C=CC=C2)NC2=C(C=C(N=N2)N(C=2SC=C(N2)C(=O)OCC)CCCN(CC)CC)C